(1-(2,6-dichloropyridin-4-yl)cyclobutyl)(4-methyl-4H-1,2,4-triazol-3-yl)methanol ClC1=NC(=CC(=C1)C1(CCC1)C(O)C1=NN=CN1C)Cl